2-(4-(6-((4-cyano-2-fluorobenzyl)oxy)pyridin-2-yl)-2-fluorophenoxy)-1-(oxetan-2-ylmethyl)-1H-benzo[d]imidazole-6-carboxylic acid methyl ester COC(=O)C=1C=CC2=C(N(C(=N2)OC2=C(C=C(C=C2)C2=NC(=CC=C2)OCC2=C(C=C(C=C2)C#N)F)F)CC2OCC2)C1